2-((2,3-Dihydroimidazo[1,2-c]quinazolin-9-yl)oxy)-3,6-difluorobenzonitrile N=1CCN2C=NC=3C=CC(=CC3C21)OC2=C(C#N)C(=CC=C2F)F